FC1=C(C=C(C(=C1)OS(=O)(=O)C(F)(F)F)OC)C=1C=NN(C1)C(=O)OC(C)(C)C tert-Butyl 4-(2-fluoro-5-methoxy-4-(((trifluoromethyl)sulfonyl)oxy)phenyl)-1H-pyrazole-1-carboxylate